[Na].C=1(C(=CC(=CC1)O)O)O 1,2,4-benzenetriol sodium salt